C1(CC1)C1N(C2=CC=C(C=C2CC1)CC)S(=O)(=O)C=1C=CC(=C(CO)C1)OCC=1C(=NOC1C)C 5-((2-cyclopropyl-6-ethyl-3,4-dihydroquinolin-1(2H)-yl)sulfonyl)-2-((3,5-dimethylisoxazol-4-yl)methoxy)benzyl alcohol